N-(5-chloro-2-(pentyloxy)benzyl)-N-(4-(N-(prop-2-yn-1-yl)sulfamoyl)phenethyl)-2-(thiophen-3-yl)acetamide ClC=1C=CC(=C(CN(C(CC2=CSC=C2)=O)CCC2=CC=C(C=C2)S(NCC#C)(=O)=O)C1)OCCCCC